N-[1-(2-bromoethyl)-3-[5-chloro-2-(difluoromethoxy)phenyl]-1H-pyrazol-4-yl]Pyrazolo[1,5-a]Pyrimidine-3-carboxamide BrCCN1N=C(C(=C1)NC(=O)C=1C=NN2C1N=CC=C2)C2=C(C=CC(=C2)Cl)OC(F)F